C(C)(C)(C)OC(=O)N1CC2(CN(C2)C2=NC(=NC(=C2)C(F)(F)F)C)CC1.C(CC)(=O)N1CCC2=CC(=CC=C12)C=1C=C(C(=O)NCC=2C=NC=CC2)C=CC1 3-(1-propionylindolin-5-yl)-N-(pyridin-3-ylmethyl)benzamide tert-butyl-2-(2-methyl-6-(trifluoromethyl)pyrimidin-4-yl)-2,6-diazaspiro[3.4]octane-6-carboxylate